3-fluoro-N-(4-fluoro-3-(3-morpholinoquinoxaline-6-carbonyl)phenyl)benzamide FC=1C=C(C(=O)NC2=CC(=C(C=C2)F)C(=O)C=2C=C3N=C(C=NC3=CC2)N2CCOCC2)C=CC1